OC[C@H](CC1=CC=CC=C1)[N+]1=NOC(=C1)[N-]C(NC1=CC(=CC=C1)C(F)(F)F)=O (S)-(3-(1-hydroxy-3-phenylpropan-2-yl)-1,2,3-oxadiazol-3-ium-5-yl)((3-(trifluoromethyl)phenyl)carbamoyl)amide